O1CCC(CC1)N1CCN(CC1)C1=CC=CC=2NC=NC21 4-(4-(tetrahydro-2H-pyran-4-yl)piperazin-1-yl)-1H-benzo[d]imidazole